5-bromo-3-[(2S,3R)-3-[tert-butyl-(dimethyl)silyl]oxy-2-methyl-azetidin-1-yl]-6-(trifluoromethyl)pyrazin-2-amine BrC=1N=C(C(=NC1C(F)(F)F)N)N1[C@H]([C@@H](C1)O[Si](C)(C)C(C)(C)C)C